FC1=CC=C(C=C1)C=1N=CN(C1C1=NC=NC=C1)CC(=O)N1CCNCC1 2-[4-(4-fluorophenyl)-5-(pyrimidin-4-yl)-1H-imidazol-1-yl]-1-(piperazin-1-yl)ethan-1-one